3-{[5-(difluoromethoxy)piperidin-3-yl]methoxy}-2-(trifluoromethyl)pyridine hydrochloride Cl.FC(OC1CC(CNC1)COC=1C(=NC=CC1)C(F)(F)F)F